eicosyl-carnitine C(CCCCCCCCCCCCCCCCCCC)C(O)(C[N+](C)(C)C)CC([O-])=O